1,2,6-hexanetrithiol C(C(CCCCS)S)S